tert-butyl (6aR,8R)-2-chloro-8-cyano-6a,7,8,9-tetrahydropyrrolo[1',2':4,5]pyrazino[2,3-c]pyridazine-5(6H)-carboxylate ClC=1C=C2C(=NN1)N(C[C@@H]1N2C[C@@H](C1)C#N)C(=O)OC(C)(C)C